N-ethoxy-but-2-enamide C(C)ONC(C=CC)=O